(R)-N-((R)-1-(5-fluoro-2-methoxypyridin-3-yl)but-3-en-1-yl)-2-methylpropane-2-sulfinamide FC=1C=C(C(=NC1)OC)[C@@H](CC=C)N[S@](=O)C(C)(C)C